O1C=CC2=C1C=C(C=C2)C=2C=C(OC2)C(CCC(=O)O)=O 4-(4-(benzofuran-6-yl)furan-2-yl)-4-oxobutanoic acid